C1(CCCCC1)C(=O)N1CCCCC1 1-cyclohexanecarbonylpiperidin